N-(3-(diethylamino)propyl)-2-(3-(oxetan-3-yl)phenyl)benzo[d]imidazo[2,1-b]thiazole-7-carboxamide C(C)N(CCCNC(=O)C1=CC2=C(N3C(S2)=NC(=C3)C3=CC(=CC=C3)C3COC3)C=C1)CC